[O-2].[Na+].[Li+].[Mg+2].[Al+3] aluminum-magnesium-lithium-sodium oxide